(1R,9R)-10,10-dimethyl-4-(2-(2-propenoyl)-2,6-diazaspiro[3.4]octan-6-yl)-6-(1H-pyrrolo[3,2-c]pyridin-7-yl)-3-azatricyclo[7.1.1.02,7]undeca-2,4,6-triene-5-carbonitrile CC1([C@H]2CC3=C(C(=C(N=C3[C@@H]1C2)N2CC1(CN(C1)C(C=C)=O)CC2)C#N)C=2C1=C(C=NC2)C=CN1)C